FC=1C=C2C=NN(C2=C(C1O)F)C1=CC=C(C=C1)N1CC(C1)S(=O)(=O)C 5,7-Difluoro-1-(4-(3-(methylsulfonyl)azetidin-1-yl)phenyl)-1H-indazol-6-ol